hexane-1,6-disulfonate C(CCCCCS(=O)(=O)[O-])S(=O)(=O)[O-]